(R)-5-phenyl-1,3-dioxolan-4-one C1(=CC=CC=C1)[C@@H]1C(OCO1)=O